5'-methyl-3-(oxiran-2-yl)-4-pentyl-1',2',3',4'-tetrahydro[1,1'-biphenyl]-2,6-diol CC=1CCCC(C1)C=1C(=C(C(=CC1O)CCCCC)C1OC1)O